N-[(3,4-Difluoro-phenyl)-methyl]-2-(ethyl-methyl-amino)-4-methyl-6-morpholin-4-yl-pyridine-3-carboxylic acid amide FC=1C=C(C=CC1F)CNC(=O)C=1C(=NC(=CC1C)N1CCOCC1)N(C)CC